C(C)(C)(C)C1=CC(=CC2=CC=CC=C12)C=1N=CC=C2C1SC(=C2C)[Si](C)(C)C 7-(4-(tert-butyl)naphthalen-2-yl)-3-methyl-2-(trimethylsilyl)thieno[2,3-c]pyridine